2-azidoethanol N(=[N+]=[N-])CCO